C1(=CC=CC=C1)NC1=C(C=CC=C1)N N-phenyl-phenylenediamine